The molecule is an icosenoic acid having a cis- double bond at position 9. It has a role as an algal metabolite. It is a conjugate acid of a gadoleate. CCCCCCCCCC/C=C\\CCCCCCCC(=O)O